(1R,3S,5R)-2-(2-(3-acetyl-5-(2-methylpyrimidin-5-yl)-1H-indazol-1-yl)acetyl)-5-methyl-N-((R)-3-methylbutan-2-yl)-2-azabicyclo[3.1.0]hexane-3-carboxamide C(C)(=O)C1=NN(C2=CC=C(C=C12)C=1C=NC(=NC1)C)CC(=O)N1[C@@H]2C[C@@]2(C[C@H]1C(=O)N[C@H](C)C(C)C)C